N-(4-(4-(((S)-2-amino-2,4-dimethylpent-4-en-1-yl)oxy)-3-cyanophenyl)pyridin-2-yl)-2,2-difluorocyclopropane-1-carboxamide N[C@](COC1=C(C=C(C=C1)C1=CC(=NC=C1)NC(=O)C1C(C1)(F)F)C#N)(CC(=C)C)C